O1CCC(CC1)NC(=O)C=1NC=C(C1)C1=NC(=NC=C1C(F)(F)F)NC1CNCCC1 N-(oxan-4-yl)-4-{2-[(piperidin-3-yl)amino]-5-(trifluoromethyl)pyrimidin-4-yl}-1H-pyrrole-2-carboxamide